ClC1=C(C=C(C=C1)S(=O)(=O)NC=1C(=NC=C(C1)C)OC=1C=CC(=NC1)NC(C=C)=O)C(F)(F)F N-(5-((3-((4-chloro-3-(trifluoromethyl)phenyl)sulfonamido)-5-methylpyridin-2-yl)oxy)pyridin-2-yl)acrylamide